methyl 1-(6-methoxy-3-nitropyridin-2-yl)cyclopropane-1-carboxylate COC1=CC=C(C(=N1)C1(CC1)C(=O)OC)[N+](=O)[O-]